N-(7-{6-[(carbamoylmethyl)carbamoyl]pyridin-2-yl}naphthalen-1-yl)prop-2-enamide C(N)(=O)CNC(=O)C1=CC=CC(=N1)C1=CC=C2C=CC=C(C2=C1)NC(C=C)=O